C(C)(C)(C)OC(NC1CC2=CC=C(C=C2C1)C#C[Si](C)(C)C)=O (5-((trimethylsilyl)ethynyl)-2,3-dihydro-1H-inden-2-yl)carbamic acid tert-butyl ester